C(C)(C)C1=C(NC2=C1N=C(S2)C2CCC(CC2)C(CNC)N)C=2C=C(C=1N(C2)N=CN1)OC 1-(4-(6-isopropyl-5-(8-methoxy-[1,2,4]triazolo[1,5-a]pyridin-6-yl)-4H-pyrrolo[3,2-d]thiazol-2-yl)cyclohexyl)-N2-methylethane-1,2-diamine